2-[4-[[(3R)-1-ethyl-3-piperidyl]amino]-1-(2-tri-methylsilylethoxymethyl)-pyrazolo[3,4-d]pyridazin-7-yl]-3-methyl-5-(trifluoromethyl)phenol C(C)N1C[C@@H](CCC1)NC1=C2C(=C(N=N1)C1=C(C=C(C=C1C)C(F)(F)F)O)N(N=C2)COCC[Si](C)(C)C